N-[5-(2-chlorophenyl)-1H-indazol-3-yl]-1-methylpiperidine-4-carboxamide hydrochloride Cl.ClC1=C(C=CC=C1)C=1C=C2C(=NNC2=CC1)NC(=O)C1CCN(CC1)C